propylene glycol n-butyl ether acetate C(C)(=O)OC(COCCCC)C